4-(4-(tert-butyl)phenyl)-2-isobutyl-7-(benzothiophene-2-yl)-benzotriazole C(C)(C)(C)C1=CC=C(C=C1)C1=CC=C(C2=NN(N=C21)CC(C)C)C=2SC1=C(C2)C=CC=C1